dec-9-en-1-yl 4-methoxybenzoate COC1=CC=C(C(=O)OCCCCCCCCC=C)C=C1